ClC1=CC=C(C(=N1)C(=O)O)N[C@H](C)C1=CC(=CN2C1=NC(=C(C2=O)C#N)N2CCC(CC2)(F)F)Cl (R)-6-chloro-3-((1-(7-chloro-3-cyano-2-(4,4-difluoropiperidin-1-yl)-4-oxo-4H-pyrido[1,2-a]pyrimidin-9-yl)ethyl)amino)picolinic acid